isoquinoline-3-carbaldehyde C1=NC(=CC2=CC=CC=C12)C=O